2-hydroxy-4,9-dimethyl-6(5H)-phenanthridinone hydrochloride Cl.OC1=CC=2C3=CC(=CC=C3C(NC2C(=C1)C)=O)C